ClC1=NC=2N(C(=C1)N(C(OC(C)(C)C)=O)CC1=CC=C(C=C1)C1=NC=CC=C1OC)N=CC2C2CC2 tert-butyl (5-chloro-3-cyclopropylpyrazolo[1,5-a]pyrimidin-7-yl)(4-(3-methoxypyridin-2-yl)benzyl)carbamate